BrC=1C(=CC2=C(N(C([C@H](CS2)NC(OC(C)(C)C)=O)=O)CC2=CC=C(C=C2)Cl)C1)F tert-butyl N-[(3R)-7-bromo-5-[(4-chlorophenyl)methyl]-8-fluoro-4-oxo-2,3-dihydro-1,5-benzothiazepin-3-yl]carbamate